tert-Butyl 1-{[2-fluoro-4-(1,1,1,3,3,3-hexafluoro-2-hydroxypropan-2-yl)phenyl]carbamoyl}-5-(methylsulfonyl)-1,3-dihydro-2H-isoindole-2-carboxylate FC1=C(C=CC(=C1)C(C(F)(F)F)(C(F)(F)F)O)NC(=O)C1N(CC2=CC(=CC=C12)S(=O)(=O)C)C(=O)OC(C)(C)C